amino-5'-benzoyl-6-bromo-2-oxo-6'-phenylspiro[indoline-3,4'-pyran]-3'-carbonitrile NC=1OC(=C(C2(C1C#N)C(NC1=CC(=CC=C12)Br)=O)C(C1=CC=CC=C1)=O)C1=CC=CC=C1